COS(=O)(=O)[O-].C(C)[NH+](C)CCO ethylhydroxyethyl-methyl-ammonium methyl-sulfate